N-(2-((5-cyano-4-((5-fluoro-2-isopropoxyphenyl)amino)pyrimidin-2-yl)amino)-5-(4-ethylpiperazin-1-yl)phenyl)acrylamide C(#N)C=1C(=NC(=NC1)NC1=C(C=C(C=C1)N1CCN(CC1)CC)NC(C=C)=O)NC1=C(C=CC(=C1)F)OC(C)C